hydroxyethylthioether (2-mercaptoacetate) SCC(=O)O.OCCSCCO